3-chloro-8-[[5-methoxy-6-[(5-methoxy-2-pyridinyl)methoxy]-3-pyridinyl]methyl]-1,5-naphthyridine ClC=1C=NC2=C(C=CN=C2C1)CC=1C=NC(=C(C1)OC)OCC1=NC=C(C=C1)OC